ClC1=C(C=NN1C)[C@H]1CN([C@H](C2=CC=CC=C12)C)C(=O)C=1N=NN(N1)C1=C(C=C(C=C1)F)F [(1S,4S)-4-(5-chloro-1-methyl-pyrazol-4-yl)-1-methyl-3,4-dihydro-1H-isoquinolin-2-yl]-[2-(2,4-difluorophenyl)tetrazol-5-yl]methanone